BrC1=CC(=C(C=C1)C1(COC1)N[S@](=O)C(C)(C)C)F |r| (±)-N-[3-(4-bromo-2-fluoro-phenyl)oxetan-3-yl]-2-methyl-propane-2-sulfinamide